3-(2-chloro-5-(trifluoromethyl)pyrimidin-4-yl)-6,7-difluoro-1H-indole ClC1=NC=C(C(=N1)C1=CNC2=C(C(=CC=C12)F)F)C(F)(F)F